[(2S,3S,4R,5R)-4-acetoxy-3-benzyloxy-2-(benzyloxymethyl)-5-[2-(2-methylpropanoylamino)-6-oxo-1H-purin-9-yl]tetrahydrofuran-2-yl]methyl acetate C(C)(=O)OC[C@@]1(O[C@H]([C@@H]([C@@H]1OCC1=CC=CC=C1)OC(C)=O)N1C=2N=C(NC(C2N=C1)=O)NC(C(C)C)=O)COCC1=CC=CC=C1